ClC1=CC=C(C(C2=CC=CC=C2)N2CCNCC2)C=C1 1-(4-chloro-benzhydryl)piperazine